C(C1=CC=CC=C1)(=O)OC1CC(NC(C1)(C)C)(C)C 4-benzoyloxy-2,2,6,6-tetramethyl-Piperidine